C(C)N(CC)C1=C(C(=O)C2=C(C(=C(C=C2)C(C2=CC=CC=C2)=O)O)C(C2=C(C=CC=C2)N(CC)CC)=O)C=CC=C1 bis-(diethylaminobenzoyl)hydroxybenzoyl-benzene